N-[(2R)-2-hydroxypropyl]-N-[2-(1-methyl-6-oxo-3-pyridyl)-2-oxo-ethyl]-4-nitro-benzenesulfonamide O[C@@H](CN(S(=O)(=O)C1=CC=C(C=C1)[N+](=O)[O-])CC(=O)C1=CN(C(C=C1)=O)C)C